CC1(N(C(OC1)=O)C(\C=C\C1=C(C=CC=C1)OC(F)(F)F)=O)C (E)-4,4-dimethyl-3-(3-(trifluoromethoxyphenyl)acryloyl)oxazolidin-2-one